(2,6-Dichloropyridin-4-yl)methyl O-(cyclobutylmethyl)-L-serinate hydrochloride Cl.C1(CCC1)COC[C@H](N)C(=O)OCC1=CC(=NC(=C1)Cl)Cl